N-(2-cyanocyclohexyl)-4-(3H-imidazo[4,5-b]pyridin-7-yl)-1H-pyrazole-1-carboxamide C(#N)C1C(CCCC1)NC(=O)N1N=CC(=C1)C1=C2C(=NC=C1)NC=N2